C(C)OC(=O)N1CC2(CC(C2)N2CCC(CC2)OC(C)C2=CC=CC=C2)CC1 2-[4-(1-phenylethoxy)piperidin-1-yl]-6-azaspiro[3.4]octane-6-carboxylic acid ethyl ester